6-{8-[(2-cyano-2-methylideneethyl)amino]-7-(propan-2-yloxy)naphthalen-2-yl}-N-(1-methylpiperidin-4-yl)pyridine-2-carboxamide C(#N)C(CNC=1C(=CC=C2C=CC(=CC12)C1=CC=CC(=N1)C(=O)NC1CCN(CC1)C)OC(C)C)=C